NC/C(/CN1NC=NC1=O)=C\F 2-[(E)-2-(aminomethyl)-3-fluoro-allyl]-1,2,4-triazol-3-one